(((9H-Fluoren-9-yl)methoxy)carbonyl)glycylglycine C1=CC=CC=2C3=CC=CC=C3C(C12)COC(=O)NCC(=O)NCC(=O)O